FC1=C(C(=CC=C1)F)NC(=O)C1=CC(=C(C=C1O[C@H](C(F)(F)F)C)N1N=CN(C1=O)C)F 1-(4-[(2,6-Difluorophenyl)carbamoyl]-2-fluoro-5-{[(2S)-1,1,1-trifluoropropan-2-yl]oxy}phenyl)-4-methyl-5-oxo-4,5-dihydro-1H-1,2,4-triazol